COC=1C=C(C=CC1OCCCN1CCCCC1)NC1=NC=CC(=N1)NC1=CN=C2OCC(NC2=C1)=O 7-{2-[3-methoxy-4-(3-piperidinopropoxy)phenylamino]-4-pyrimidinylamino}-1,3-dihydro-4-oxa-1,5-diaza-2-naphthalenone